4-(6-aminopyridin-3-yl)-1-methylpyrrolidin-2-one NC1=CC=C(C=N1)C1CC(N(C1)C)=O